NC1=C(C(=NN1C1(CC1)C)C1=CC=C(C=C1)Br)C#N 5-Amino-3-(4-bromophenyl)-1-(1-methylcyclopropyl)pyrazole-4-carbonitrile